NC1=NC=C(C2=C1C(=NN2CC)C2=CC(=C(C=C2)NS(=O)(=O)C2=C(C=CC(=C2)OC)Cl)F)C2=CC[C@H](CC2)NC2COC2 N-(4-(4-amino-1-ethyl-7-(4(S)-(oxetan-3-ylamino)cyclohex-1-en-1-yl)-1H-pyrazolo[4,3-c]pyridin-3-yl)-2-fluorophenyl)-2-chloro-5-methoxybenzenesulfonamide